3-((((2-cyclopropylethyl)(methyl)carbamoyl)oxy)methyl)-5-fluorothiophene C1(CC1)CCN(C(=O)OCC1=CSC(=C1)F)C